(-)-menthoxyacetyl chloride CC1CCC(C(C1)OCC(=O)Cl)C(C)C